C(CC=C)C(=O)C1CCCCC1 cyclohexyl 3-butenyl ketone